BrC1=CC=C(C=C1)C=1N(N=C2C3C(C(CC12)C3)(C)C)C3=CC=CC=C3 3-(4-bromophenyl)-6,6-dimethyl-2-phenyl-4,5,6,7-tetrahydro-2H-5,7-methanoindazole